FC(C1=NC(=NC(=N1)C(F)(F)F)N1C(C=2NC3=CC=C(C=C3C2CC1)Cl)CCC(=O)OC)(F)F methyl 3-{2-[4,6-bis(trifluoromethyl)-1,3,5-triazin-2-yl]-6-chloro-2,3,4,9-tetrahydro-1H-pyrido[3,4-b]indol-1-yl}propanoate